bromo-[3-(1,3-dioxolan-2-yl)propyl]magnesium Br[Mg]CCCC1OCCO1